NC1=C(C(=O)NCCCC[C@@H](C=2NC(=CN2)C2=CC3=CC=CC=C3C=C2)NC(=O)C2=CN=CS2)C=CC=N1 (S)-N-(5-(2-aminonicotinamido)-1-(5-(naphthalen-2-yl)-1H-imidazol-2-yl)pentyl)thiazole-5-carboxamide